N-(3-chloro-5-methanesulfonamidophenyl)-4-(5-fluoro-3-{[3-fluoro-5-(2-hydroxypropan-2-yl)phenyl]methoxy}pyridin-2-yl)-5-methylthiophene-2-carboxamide ClC=1C=C(C=C(C1)NS(=O)(=O)C)NC(=O)C=1SC(=C(C1)C1=NC=C(C=C1OCC1=CC(=CC(=C1)C(C)(C)O)F)F)C